CC1NCC(C=2C1=CSC2)C=2C=NN(C2)C 4-methyl-7-(1-methylpyrazol-4-yl)-4,5,6,7-tetrahydrothieno[3,4-c]pyridine